3-bromo-5-(3-fluorophenyl)-4-hydroxy-benzonitrile BrC=1C=C(C#N)C=C(C1O)C1=CC(=CC=C1)F